CC=1C(=C(C=C(C1)C(F)(F)F)O)C=1N=NC(=C(C1)C)N[C@H]1CNCCC1 (R)-3-methyl-2-(5-methyl-6-(piperidin-3-ylamino)pyridazin-3-yl)-5-(trifluoromethyl)phenol